3-(2-((2-(2,6-Dioxopiperidin-3-yl)-1,3-dioxoisoindolin-4-yl)amino)ethoxy)propionic acid O=C1NC(CCC1N1C(C2=CC=CC(=C2C1=O)NCCOCCC(=O)O)=O)=O